ethyl 5-(bis(tert-butoxycarbonyl) amino)-1-((2-(trimethylsilyl) ethoxy) methyl)-6,8-dihydro-1H-furo[3,4-d]pyrrolo[3,2-b]pyridine-2-carboxylate C(C)(C)(C)OC(=O)N(C1=C2C(=C3C(=N1)C=C(N3COCC[Si](C)(C)C)C(=O)OCC)COC2)C(=O)OC(C)(C)C